3-(5-(((3S*,4S)-1-ethyl-4-fluoropiperidin-3-yl)oxy)-1-oxoisoindolin-2-yl)piperidine-2,6-dione C(C)N1C[C@@H]([C@H](CC1)F)OC=1C=C2CN(C(C2=CC1)=O)C1C(NC(CC1)=O)=O |o1:4|